3-octyl-1,2,4-oxadiazole-5-carbaldehyde C(CCCCCCC)C1=NOC(=N1)C=O